O=C1NC(CCC1NC1=CC=C(C=C1)C1CCN(CC1)CCNC(OC(C)(C)C)=O)=O tert-butyl N-[2-[4-[4-[(2,6-dioxo-3-piperidyl)amino]phenyl]-1-piperidyl]ethyl]carbamate